N-(3-(2-amino-9,10-dihydro-8H-pyrido[1,6-a:2,3-d']dipyrimidin-6-yl)-4-methylphenyl)-3-(trifluoromethyl)benzamide NC=1N=CC2=C(N1)N1C(=NCCC1)C(=C2)C=2C=C(C=CC2C)NC(C2=CC(=CC=C2)C(F)(F)F)=O